2-(quinoline-2-yl-sulfenyl)acetamide N1=C(C=CC2=CC=CC=C12)SCC(=O)N